(2S)-2-[4-bromo-2-(1,1-difluoroethyl)phenoxy]pent-4-ynoic acid BrC1=CC(=C(O[C@H](C(=O)O)CC#C)C=C1)C(C)(F)F